OC(COC=1C=C(C=2N(C1)N=CC2C#N)C=2C=NC(=CC2)N2CC1N(C(C2)C1)C(C1=CN=C(C=C1)OC)=O)(C)C 6-(2-Hydroxy-2-methylpropyloxy)-4-(6-(6-(6-methoxynicotinoyl)-3,6-diazabicyclo[3.1.1]hept-3-yl)pyridin-3-yl)pyrazolo[1,5-a]pyridine-3-carbonitrile